N-(3,5-bis(trifluoromethyl)phenyl)-5-chloro-2-hydroxybenzamide FC(C=1C=C(C=C(C1)C(F)(F)F)NC(C1=C(C=CC(=C1)Cl)O)=O)(F)F